N1=CN=C(C2=C1NCC2)CNC2CCC1(CCNCC1)CC2 9-[(6,7-Dihydro-5H-pyrrolo[2,3-d]pyrimidin-4-yl)methylamino]-3-azaspiro[5.5]undecan